2-Bicyclo[2.2.1]hept-2-enyl trifluoromethanesulfonate FC(S(=O)(=O)OC=1C2CCC(C1)C2)(F)F